2-(4-Dimethylamino-phenyl)-1H-benzoimidazole-5-carboxylic acid benzothiazol-5-ylamide S1C=NC2=C1C=CC(=C2)NC(=O)C2=CC1=C(NC(=N1)C1=CC=C(C=C1)N(C)C)C=C2